tert-butyl (R)-(6-(5-(((1-(4-fluorophenyl)ethoxy)carbonyl)amino)-1-methyl-1H-pyrazol-4-yl)-2-methylpyridin-3-yl)carbamate FC1=CC=C(C=C1)[C@@H](C)OC(=O)NC1=C(C=NN1C)C1=CC=C(C(=N1)C)NC(OC(C)(C)C)=O